N-methyl-N-[(cis)-2-methyl-3-piperidinyl]carbamic acid tert-butyl ester C(C)(C)(C)OC(N([C@@H]1[C@@H](NCCC1)C)C)=O